CC1=NOC(=C1C1=CC2=C(N(C(=N2)[C@@H]2CCCC(N2C=2C=NC=C(C2)F)=O)[C@H]2CC3=C(N=C(S3)C)CC2)C=C1)C (S)-6-(5-(3,5-Dimethylisoxazol-4-yl)-1-((R)-2-methyl-4,5,6,7-tetrahydrobenzo[d]thiazol-6-yl)-1H-benzo[d]imidazol-2-yl)-1-(5-fluoropyridin-3-yl)-piperidin-2-one